ClC=1C=C(C=NC1C1CC1)CC(=O)O 2-(5-chloro-6-cyclopropylpyridin-3-yl)acetic acid